azidogalactal C1=C(O[C@@H]([C@@H]([C@@H]1O)O)CO)N=[N+]=[N-]